C1(=CC=CC=C1)C(C)P([O-])([O-])N=C1CC=CC=2CCC3(C12)CCC1=CC=CC=C13 (1-phenylethyl)-[1,1-spirobiindane-7,7-diyl]phosphoramidite